phenanthrene-9-boronic acid C1=CC=CC=2C3=CC=CC=C3C(=CC12)B(O)O